(3S)-N-Methyl-N-((tetrahydro-2H-pyran-2-yl)methyl)pyrrolidin-3-amine CN([C@@H]1CNCC1)CC1OCCCC1